diethoxyzirconium dibromide [Br-].[Br-].C(C)O[Zr+2]OCC